2-hydroxyethanediol methacrylate C(C(=C)C)(=O)OC(CO)O